(4-(5-(2-(tert-butylamino)-2-oxoacetyl)-1,2,4-trimethyl-1H-pyrrole-3-carboxamido)phenyl)boronic acid C(C)(C)(C)NC(C(=O)C1=C(C(=C(N1C)C)C(=O)NC1=CC=C(C=C1)B(O)O)C)=O